5-(4-(4-bromobutoxy)phenyl)-3H-1,2-dithiol-3-thione BrCCCCOC1=CC=C(C=C1)C1=CC(SS1)=S